C(C)(C)N1N=CC(=C1)N\C(\CC)=C\1/C(NC2=CC=C(C=C12)C=C)=O (Z)-3-(1-((1-isopropyl-1H-pyrazol-4-yl)amino)propylidene)-5-vinylindolin-2-one